CNC(=O)C1CN(C1)C N,1-dimethyl-azetidine-3-carboxamide